ClC1=C(C=C(OCCCC2=C(NC3=CC=CC=C23)C(=O)NCC(=O)OC)C=C1C)C methyl (3-(3-(4-chloro-3,5-dimethylphenoxy)propyl)-1H-indole-2-carbonyl)glycinate